7-amino-2-((3,5-difluorophenyl)amino)quinazolin-4(3H)-one NC1=CC=C2C(NC(=NC2=C1)NC1=CC(=CC(=C1)F)F)=O